COC(=O)C1=NN(C=C1NC(=O)C=1C=NN2C1N=C(C=C2)N2CCN(CC2)C(=O)OC(C)(C)C)C tert-butyl 4-[3-[(3-methoxycarbonyl-1-methyl-pyrazol-4-yl)carbamoyl]pyrazolo[1,5-a]pyrimidin-5-yl]piperazine-1-carboxylate